N-(6-chloro-3-methylpyridin-2-yl)-5-methyl-2-azabicyclo[3.1.0]hexane-3-carboxamide ClC1=CC=C(C(=N1)NC(=O)C1NC2CC2(C1)C)C